BrC=1NC(=C(N1)C(=O)OC)CC methyl 2-bromo-5-ethyl-1H-imidazole-4-carboxylate